(4-bromophenyl)-1-(3-((tert-butyldiphenylsilyl)oxy)cyclopentanyl)-4-iodo-1H-pyrazole-5-carboxylic acid ethyl ester C(C)OC(=O)C1=C(C(=NN1C1CC(CC1)O[Si](C1=CC=CC=C1)(C1=CC=CC=C1)C(C)(C)C)C1=CC=C(C=C1)Br)I